FC(S(=O)(=O)OC1=C(C2=CC=CC=C2C=C1)C1=C(C=CC2=CC=CC=C12)OC)(F)F 2'-Methoxy-[1,1'-binaphthalen]-2-yl trifluoromethanesulfonate